C1(CC1)CC=1C=2C3=CN=C(C(O[C@@H](C4=CC(=CC=C4C4=NC=NN4CC2N(N1)C)F)C)=C3)N (19R)-3-(cyclopropylmethyl)-16-fluoro-5,19-dimethyl-20-oxa-4,5,8,9,11,23-hexaazapentacyclo[19.3.1.02,6.08,12.013,18]pentacosa-1(24),2(6),3,9,11,13,15,17,21(25),22-decaen-22-amine